(5-(((benzyloxy)carbonyl)amino)-1-(tert-butyl)-1H-pyrazol-3-yl)cyclopentyl methanesulfonate CS(=O)(=O)OC1(CCCC1)C1=NN(C(=C1)NC(=O)OCC1=CC=CC=C1)C(C)(C)C